N[C@H](C(=O)NC1=C(C=C(C=C1)CC(=O)OC)F)C1CCCCCC1 Methyl (S)-2-(4-(2-amino-2-cycloheptylacetamido)-3-fluorophenyl)acetate